[Cl-].[Cl-].C[Si](=[Zr+2]C1C(=CC2=CC=CC=C12)C)C dimethylsilylene(2-methylindenyl)zirconium dichloride